(1s,5s,6r)-5-amino-6-(3-bromo-5-chloro-7-((thiophen-2-ylmethyl)amino)thieno[3,2-b]pyridin-2-yl)cyclohex-2-en-1-ol N[C@H]1CC=C[C@@H]([C@@H]1C1=C(C2=NC(=CC(=C2S1)NCC=1SC=CC1)Cl)Br)O